C(CC)NNC(=O)C1=CC=C(C=C1)NC(CCCCCCCN1N=NC(=C1)C=1C=NC=CC1)=O N-(4-(2-propylhydrazine-1-carbonyl)phenyl)-8-(4-(pyridin-3-yl)-1H-1,2,3-triazol-1-yl)octanamide